3-(2-(1,3-dioxolan-2-yl) pyridin-4-yl)-4,4-difluoropiperidine-1-carboxylate O1C(OCC1)C1=NC=CC(=C1)C1CN(CCC1(F)F)C(=O)[O-]